O1C(=CC=C1C(=O)OCCCCO)C(=O)OCCCCO bis(4-hydroxybutyl) furan-2,5-dicarboxylate